6-phenyl-5-cyano-2-mercapto-2,3-dihydropyrimidin-4(1H)-one C1(=CC=CC=C1)C1=C(C(NC(N1)S)=O)C#N